tert-butyl 4-((1-(4-((1R,2S)-6-(tert-butoxy)-2-phenyl-1,2,3,4-tetrahydronaphthalen-1-yl)phenyl)piperidin-4-yl)methyl)piperazine-1-carboxylate C(C)(C)(C)OC=1C=C2CC[C@@H]([C@@H](C2=CC1)C1=CC=C(C=C1)N1CCC(CC1)CN1CCN(CC1)C(=O)OC(C)(C)C)C1=CC=CC=C1